FC1([C@H](C=2C(=CN(C2CC1)C1=CC(=C(C#N)C=C1)C(F)F)C(F)(F)F)O)F (S)-4-(5,5-difluoro-4-hydroxyl-3-(trifluoromethyl)-4,5,6,7-tetrahydro-1H-indol-1-yl)-2-(Difluoromethyl)benzonitrile